C(C)OC(=O)C1=CC=2C(=CN=C(C2)C=2CC(OCC2)(C)C)N1 5-(2,2-Dimethyl-3,6-dihydro-2H-pyran-4-yl)-1H-pyrrolo[2,3-c]pyridine-2-carboxylic acid ethyl ester